NC1=C(N=CC(=N1)N1CCC2([C@@H]([C@@H](OC2)C)NCC=2C=C3C(N(C(C3=CC2F)=O)C2C(NC(CC2)=O)=O)=O)CC1)SC1=CC(=NC=C1)N 5-((((3S,4S)-8-(6-amino-5-((2-aminopyridin-4-yl)thio)pyrazin-2-yl)-3-methyl-2-oxa-8-azaspiro[4.5]decan-4-yl)amino)methyl)-2-(2,6-dioxopiperidin-3-yl)-6-fluoroisoindoline-1,3-dione